BrC=1C=C(C=CC1)\C=N/S(=O)C(C)(C)C N-[(Z)-(3-bromophenyl)methylidene]-2-methylpropane-2-sulfinamide